5-[[2,4-dichloro-5-(2-pyridyl)benzoyl]amino]-N-[8-[4-[4-[(2,6-dioxo-3-piperidyl)amino]phenyl]piperazin-1-yl]-8-oxo-octyl]-1-phenyl-pyrazole-3-carboxamide ClC1=C(C(=O)NC2=CC(=NN2C2=CC=CC=C2)C(=O)NCCCCCCCC(=O)N2CCN(CC2)C2=CC=C(C=C2)NC2C(NC(CC2)=O)=O)C=C(C(=C1)Cl)C1=NC=CC=C1